chloro-6-nitro-pyridine ClC1=NC(=CC=C1)[N+](=O)[O-]